1-azaspiro[2.4]heptane N1CC12CCCC2